CC(CCCO)CO 4-methyl-1,5-pentanediol